C(CCCCCCCCCCC)(=O)O.OCC(O)CO.OCC(O)CO.OCC(O)CO triglycerol alpha-monolaurate